C(CCCCCCCCCCC)C(CC(N)(C)C)S(=O)(=O)O lauryldimethyl-aminopropyl-sulfonic acid